IC1=CC=C(C=C1)C1=NC=2N(C(=C1)N1CCN(CC1)CCO)N=C(C2C2=CC=CC=C2)C 2-(4-(5-(4-iodophenyl)-2-methyl-3-phenylpyrazolo[1,5-a]-pyrimidin-7-yl)-piperazin-1-yl)ethanol